(R)-4-(6-(6-ethoxy-2-methyl-2H-indazole-5-carboxamido)pyridazin-3-yl)-6-methyl-3,6-dihydropyridine-1(2H)-carboxylic acid tert-butyl ester C(C)(C)(C)OC(=O)N1CCC(=C[C@H]1C)C=1N=NC(=CC1)NC(=O)C1=CC2=CN(N=C2C=C1OCC)C